Cl[SiH2]C(C1=CC=CC=C1)(C1=CC=CC=C1)C1=CC=CC=C1 Chlorotrityl-silane